ClC=1C=CC(=C(C1)C1=NC(=NO1)[C@@H]1CC12CCN(CC2)S(=O)(=O)N)OC (1R)-1-[5-(5-chloro-2-methoxyphenyl)-1,2,4-oxadiazol-3-yl]-6-azaspiro[2.5]octane-6-sulfonamide